C(C)OC(C(CC1=C(C2=C(N(N=N2)CCCCCOCC2=CC=C(C=C2)OC)C=C1)C)C1=CC(=C(C=C1)C)CO)=O [3-(hydroxymethyl)-4-methylphenyl]-3-(1-{5-[(4-methoxyphenyl)methoxy]pentyl}-4-methyl-1H-benzotriazol-5-yl)propanoic acid ethyl ester